C(CCCCCCCCCCC)S(=O)(=O)OC=1C=C(C=CC1)NC(=O)NC1=CC=C(C=C1)OS(=O)(=O)CCCCCCCCCCCC N-[3-(dodecanesulfonyloxy)phenyl]-N'-[4-(dodecanesulfonyloxy)phenyl]urea